BrC=1C=C(C(=NC1Br)N1CCC2(CC2)CC1)C 6-(5,6-Dibromo-3-methylpyridin-2-yl)-6-azaspiro[2.5]octane